(4-tert-butyl-2-(1H-pyrazol-1-yl)pyridine) cobalt (III) [Co+3].C(C)(C)(C)C1=CC(=NC=C1)N1N=CC=C1